BrC=1C=C2C=C(N=CC2=CC1)C(F)(F)F 6-bromo-3-(trifluoromethyl)isoquinoline